(trideuteriomethyl)-1H-indole-5-sulfonamide [2H]C([2H])([2H])N1C=CC2=CC(=CC=C12)S(=O)(=O)N